3-ethyl-1,2,3-triazol-4-amine C(C)N1N=NC=C1N